2-ethylhexyl 2-cyano-3,3-diphenyl-2-propenoate C(#N)C(C(=O)OCC(CCCC)CC)=C(C1=CC=CC=C1)C1=CC=CC=C1